BrC1=C(C=C(OCCCC2(CCN(CC2)C(=O)OC(C)(C)C)C)C=C1)C tert-butyl 4-[3-(4-bromo-3-methyl-phenoxy)propyl]-4-methyl-piperidine-1-carboxylate